C(SCC1=CC=CO1)([S-])=S S-furfuryl trithiocarbonate